BrC1=CC=C(C=C1)N1N=NC(=C1)C(=O)NC(C)C 1-(4-bromophenyl)-N-isopropyl-1H-1,2,3-triazole-4-carboxamide